octenedioic anhydride C1(C=CCCCCC(=O)O1)=O